Cl.Cl.Cl.N[C@H](C(=O)O)CC1=CC=C(C=C1)OCC(CN1CCC(CC1)=C1C2=C(CCC=3C1=NC=CC3)C=C(C=C2)Cl)O (2S)-2-amino-3-(4-(3-(4-(8-chloro-5,6-dihydro-11H-benzo[5,6]cyclohepta[1,2-b]pyridin-11-ylidene)piperidin-1-yl)-2-hydroxypropoxy)phenyl)propionic acid trihydrochloride